1-(4-methoxybenzyl)-1H-pyridine COC1=CC=C(CN2CC=CC=C2)C=C1